C(#N)C=1C=C(C=C(C1)F)C1=C(C(=CC=C1)CC(=O)N[C@H]1C(CCC[C@@H]1N1CCN(CC1)C(C)C)(F)F)F 2-(3'-cyano-2,5'-difluoro-[1,1'-biphenyl]-3-yl)-N-((1R,6S)-2,2-difluoro-6-(4-isopropylpiperazin-1-yl)cyclohexyl)acetamide